C(#C)C1N(CCOC1)C(=O)OC(C)(C)C tert-Butyl 3-ethynylmorpholine-4-carboxylate